FC=1C(=NC=C(C1)F)CNC(=O)C1=CN=C(S1)N1CCC(CC1)N1C[C@@H](CCC1)OCC |r| Rac-N-[(3,5-difluoropyridin-2-yl)methyl]-2-[3-ethoxy[1,4'-bipiperidin]-1'-yl]-1,3-thiazole-5-carboxamide